C(C)(C)(C)OC(=O)NC(C(=O)O)C 2-tert-butoxycarbonylamino-propionic acid